(quinolin-7-yl)benzamide N1=CC=CC2=CC=C(C=C12)C1=C(C(=O)N)C=CC=C1